[(trifluoromethyl)sulfanyl]benzoic acid FC(F)(F)SC1=C(C(=O)O)C=CC=C1